O.Cl.Cl DIHYDROCHLORID-MONOHYDRAT